8-(5-(1'-isopropyl-[1,4'-bipiperidin]-4-yl)-3-methyl-1H-indol-2-yl)imidazo[1,2-b]pyridazine C(C)(C)N1CCC(CC1)N1CCC(CC1)C=1C=C2C(=C(NC2=CC1)C=1C=2N(N=CC1)C=CN2)C